3-[(2R)-2-amino-2-phenylethyl]-5-(2-fluoro-3-methoxyphenyl)-1-[[2-fluoro-6-(trifluoromethyl)phenyl]methyl]-6-methyl-2,4(1H,3H)-pyrimidinedione N[C@@H](CN1C(N(C(=C(C1=O)C1=C(C(=CC=C1)OC)F)C)CC1=C(C=CC=C1C(F)(F)F)F)=O)C1=CC=CC=C1